6,6-difluoro-3-azabicyclo[3.1.0]-hexan FC1(C2CNCC12)F